3-(5-((7-((4,4-dimethylcyclohexyl)amino)heptyl)thio)-1-oxoisoindolin-2-yl)piperidine-2,6-dione CC1(CCC(CC1)NCCCCCCCSC=1C=C2CN(C(C2=CC1)=O)C1C(NC(CC1)=O)=O)C